The molecule is a C21-steroid that is 5beta-pregn-11-ene substituted by oxo groups at positions 3 and 20. It is a 20-oxo steroid, a C21-steroid and a 3-oxo-5beta-steroid. It derives from a hydride of a pregnane. CC(=O)[C@H]1CC[C@@H]2[C@@]1(C=C[C@H]3[C@H]2CC[C@H]4[C@@]3(CCC(=O)C4)C)C